(3R)-3-amino-5-[(4-chlorophenyl)methyl]-7-[5-[2-(dimethylamino)-1,1-dimethyl-ethyl]-1,3,4-oxadiazol-2-yl]-8-fluoro-1,1-dioxo-2,3-dihydro-1lambda6,5-benzothiazepin-4-one N[C@H]1CS(C2=C(N(C1=O)CC1=CC=C(C=C1)Cl)C=C(C(=C2)F)C=2OC(=NN2)C(CN(C)C)(C)C)(=O)=O